FC(S(=O)(=O)NS(=O)(=O)C(F)(F)F)(F)F.C(C)N1CN(C=C1)C 1-ethyl-3-methylimidazole bis(trifluoromethanesulfonyl)amine salt